OC1=C(C=C(C=C1)CCC)C1=CC=CC=2NN=NC21 (2-hydroxy-5-propylphenyl)benzotriazole